N1(C=NC=C1)C1=CC(=NO1)C=1C(=C(C(=CC1)C)O)Br (5-(1H-imidazole-1-yl)isoxazol-3-yl)-2-bromo-6-methylphenol